3-hydroxy-1-isopropyl-2-oxo-1,2-dihydropyridine-4-carboxylic acid ethyl ester C(C)OC(=O)C1=C(C(N(C=C1)C(C)C)=O)O